FC(C1=C(OC=2C(=CC(N(C2)C)=O)C=2C3=C(C(N(C2)C)=O)NC=C3)C(=CC(=C1)F)C(F)F)F 4-(5-(2,6-bis(difluoromethyl)-4-fluorophenoxy)-1-methyl-2-oxo-1,2-dihydropyridin-4-yl)-6-methyl-1,6-dihydro-7H-pyrrolo[2,3-c]pyridin-7-one